1-Ethyl-3-methylimidazolium diethylphosphat C(C)OP(=O)(OCC)[O-].C(C)N1C=[N+](C=C1)C